N(=[N+]=[N-])CCOCCOCCN(C(OC(C)(C)C)=O)C tert-butyl N-[2-[2-(2-azidoethoxy)ethoxy]ethyl]-N-methyl-carbamate